(2S)-2-({5-chloro-7-oxo-7,8-dihydro-6H-spiro[[1,3]oxazolo[5,4-f]quinazoline-9,1'-cyclohexane]-2-ylmethyl}amino)-N,N-dimethylpropanamide ClC=1C=C2C(=C3C1NC(NC31CCCCC1)=O)OC(=N2)CN[C@H](C(=O)N(C)C)C